1-(oxetan-3-ylmethyl)-1H-pyrazol-4-amine O1CC(C1)CN1N=CC(=C1)N